C(C)(C)(C)OC(=O)NC=1SC(=C(C1C(=O)OCC)C)C(N)=O ethyl 2-[[(tertbutoxy)carbonyl]amino]-5-carbamoyl-4-methylthiophene-3-carboxylate